2-(6-aminopyridin-3-yl)-N-((4,6-dimethyl-2-oxo-1,2-dihydropyridin-3-yl)methyl)-6-methyl-5-(1-morpholinoethyl)indolizine-7-amide sodium [Na].NC1=CC=C(C=N1)C=1C=C2C=C(C(=C(N2C1)C(C)N1CCOCC1)C)C(=O)NCC=1C(NC(=CC1C)C)=O